C1(CC1)C=1C(=NC(=NC1)NC=1C(=NN(C1)C1CCN(CC1)C(C)C)CC)NCCCN1C(COCC1)=O 4-(3-((5-Cyclopropyl-2-((3-ethyl-1-(1-isopropylpiperidin-4-yl)-1H-pyrazol-4-yl)amino)pyrimidin-4-yl)amino)propyl)morpholin-3-on